3-Bromo-8-formyl-7-hydroxy-4-methylcoumarin BrC=1C(OC2=C(C(=CC=C2C1C)O)C=O)=O